5-chloro-1-(2-hydroxyethyl)-1'-[2-(4-methanesulfonylphenoxy)ethyl]-1,2-dihydrospiro[indole-3,4'-piperidin]-2-one ClC=1C=C2C(=CC1)N(C(C21CCN(CC1)CCOC1=CC=C(C=C1)S(=O)(=O)C)=O)CCO